C(C)(C)C1=C(NC2=CC=C(C=C12)C1CCNCC1)C=1C(=C(C=2N(C1)N=CN2)CO)C (6-(3-isopropyl-5-(piperidin-4-yl)-1H-indol-2-yl)-7-methyl-[1,2,4]triazolo[1,5-a]pyridin-8-yl)methanol